(R or S)-2-(4-methoxy-3-(2-(((R)-phenyl((R)-1,2,3,4-tetrahydropyrido[2,3-b]pyrazin-3-yl)methyl)amino)ethyl)phenyl)propanoic acid COC1=C(C=C(C=C1)[C@H](C(=O)O)C)CCN[C@@H]([C@H]1CNC2=C(N1)N=CC=C2)C2=CC=CC=C2 |o1:8|